C(C)(C)(C)OC(=O)N1C[C@H](NCC1)C1CC1 (R)-3-cyclopropylpiperazine-1-carboxylic acid tert-butyl ester